C(=C)S(=O)(=O)[O-].[Mn+2].C(=C)S(=O)(=O)[O-] manganese(II) vinylsulfonate